ClC1=C(C(=C(C=C1)C1=C(C=CC=C1OC)OC)P(C1CCCCC1)C1CCCCC1)CC=CC chloro(crotyl)(2-dicyclohexylphosphino-2',6'-dimethoxybiphenyl)